BrC1=NNC=C1C#N 3-bromo-1H-pyrazole-4-carbonitrile